CN1C(=NC2=C1C=CC(=C2C)NC(C=C)=O)N2C[C@@H](CCC2)NC2=NC=C(C=N2)C(F)(F)F (R)-N-(1,4-dimethyl-2-(3-((5-(trifluoromethyl)pyrimidin-2-yl)amino)piperidin-1-yl)-1H-benzo[d]imidazol-5-yl)acrylamide